C1(CCCCCC1)NC(COC1=CC=C2C=CC(=CC2=C1)C(CC(=O)O)C=1C=CC2=C(CCO2)C1)=O 3-(7-(2-(cycloheptylamino)-2-oxoethoxy)naphthalen-2-yl)-3-(2,3-dihydrobenzofuran-5-yl)propanoic acid